3-[6-({5-[4-Cyclopropyl-3-(trifluoromethyl)phenyl]-7-({[1-(methoxymethyl)cyclopentyl]methyl}(methyl)amino)-1H-imidazo[4,5-b]pyridin-2-yl}carbamoyl)pyridin-3-yl]propanoic acid C1(CC1)C1=C(C=C(C=C1)C1=CC(=C2C(=N1)N=C(N2)NC(=O)C2=CC=C(C=N2)CCC(=O)O)N(C)CC2(CCCC2)COC)C(F)(F)F